NC=1C(=NC(=C(N1)C(=O)N[C@H](C(=O)O)CO)N)C(=O)N[C@H](C(=O)O)CO (2S,2'S)-2,2'-((3,6-diaminopyrazine-2,5-dicarbonyl)bis(azanediyl))bis(3-hydroxypropanoic acid)